5-isopropyl-2-methyl-5-cyclohexene-1,2,4-Triol C(C)(C)C=1C(CC(C(C1)O)(O)C)O